FC1=C(C=C(C(=C1)OC)OC)C=1N=C2N(C(C1)=O)C=C(C=C2)N2C[C@@H](NCC2)C 2-(2-fluoro-4,5-dimethoxyphenyl)-7-[(3S)-3-methylpiperazin-1-yl]-4H-pyrido[1,2-a]pyrimidin-4-one